3-isothiocyanato-1-(methyl-d3)-5-(trifluoromethyl)pyridin-2(1H)-one N(=C=S)C=1C(N(C=C(C1)C(F)(F)F)C([2H])([2H])[2H])=O